CC1=C(C=C(C=C1)N1C(CNCC1)=O)NC(C(C)N1C=C(C2=CC(=CC=C12)S(=O)(=O)N1CCCCC1)C)=O N-[2-methyl-5-(2-oxopiperazin-1-yl)phenyl]-2-[3-methyl-5-(piperidine-1-sulfonyl)-1H-indol-1-yl]propanamide